COC1=NC(=NC=C1C(=O)N)NC1=CC(=C(C=C1)OC1CCN(CC1)C)C 4-methoxy-2-((3-methyl-4-((1-methylpiperidin-4-yl)oxy)phenyl)amino)pyrimidine-5-carboxamide